C(CCCCCCCCCCCCCCCC)(=O)OCC(OC(CCCCCCCCCCCCCCCCCCC)=O)COP(=O)(O)OC[C@H](N)C(=O)O 1-heptadecanoyl-2-eicosanoyl-glycero-3-phosphoserine